NC=1C=C(C=C(CO)C1)CO 5-amino-3-hydroxymethylbenzyl alcohol